BrC1=C(CCN(N=CC2=CC(=C(C(=O)OC)C=C2)C)S(=O)(=O)C2=CC=C(C)C=C2)C=C(C=C1)Br methyl 4-((2-(2,5-dibromophenethyl)-2-tosylhydrazineylidene)methyl)-2-methylbenzoate